N,N'-Diphenyl-N,N'-di-[4-(N,N-diphenyl-amino)phenyl]benzidine C1(=CC=CC=C1)N(C1=CC=C(C=C1)C1=CC=C(N(C2=CC=C(C=C2)N(C2=CC=CC=C2)C2=CC=CC=C2)C2=CC=CC=C2)C=C1)C1=CC=C(C=C1)N(C1=CC=CC=C1)C1=CC=CC=C1